(3S,4R)-4-{[5-fluoro-7-(3-fluorocyclopentyl)pyrrolo[2,1-f][1,2,4]triazin-2-yl]amino}oxan-3-yl acetate C(C)(=O)O[C@@H]1COCC[C@H]1NC1=NN2C(C=N1)=C(C=C2C2CC(CC2)F)F